(R or S,E)-3-(2-(5-fluoro-thiophen-2-yl)ethyl)-1-(2-(6-methylpyridin-3-yl)propan-2-yl)pyrrolidine-3-carbaldehyde O-methyloxime citrate C(CC(O)(C(=O)O)CC(=O)O)(=O)O.CO\N=C\[C@]1(CN(CC1)C(C)(C)C=1C=NC(=CC1)C)CCC=1SC(=CC1)F |o1:17|